4-[4-(dibutoxymethyl)piperidin-1-yl]-2-fluoro-6-methylbenzoic acid C(CCC)OC(C1CCN(CC1)C1=CC(=C(C(=O)O)C(=C1)C)F)OCCCC